(2-fluoro-3-(trifluoromethyl)phenyl)boronic acid FC1=C(C=CC=C1C(F)(F)F)B(O)O